C(CCCCCCCCCCC)NC([C@@H](N)CCCCN)=O N-dodecyl-lysinamide